4'-methyl-2'-[(6-{[5-(4-methylpiperazin-1-yl)pyridin-2-yl]amino}pyrimidin-4-yl)amino]-5'-oxo-5',6'-dihydrospiro[cyclohexane-1,7'-pyrrolo[3,4-b]pyridin]-1'-ium-1'-olate CC1=C2C(=[N+](C(=C1)NC1=NC=NC(=C1)NC1=NC=C(C=C1)N1CCN(CC1)C)[O-])C1(NC2=O)CCCCC1